CC(C[C@@H](C(N[C@@H](C[C@H]1C(NCC1)=O)C(COC1=C(C(=CC(=C1F)F)F)F)=O)=O)NC(=O)C1=NOC(=C1)C1=CC=CC=C1)C N-((S)-4-methyl-1-oxo-1-(((S)-3-oxo-1-((S)-2-oxopyrrolidin-3-yl)-4-(2,3,5,6-tetrafluorophenoxy)butan-2-yl)amino)pentan-2-yl)-5-phenylisoxazole-3-carboxamide